methyl 7-bromo-4'-((dimethylamino) methyl)-4-methylspiro[benzo[d][1,3]dioxole-2,1'-cyclohexane]-5-carboxylate BrC1=CC(=C(C2=C1OC1(CCC(CC1)CN(C)C)O2)C)C(=O)OC